(S)-1-(4-((R)-3-(4-chlorophenyl) pyrrolidine-1-carbonyl)phenoxy)-3-(1H-tetrazol-1-yl)propan-2-yl methanesulfonate CS(=O)(=O)O[C@H](COC1=CC=C(C=C1)C(=O)N1C[C@H](CC1)C1=CC=C(C=C1)Cl)CN1N=NN=C1